CN([C@@H]1[C@@H](NCC1)C)CCCCCC1=NC=2NCCCC2C=C1 (2S,3S)-N,2-dimethyl-N-(5-(5,6,7,8-tetrahydro-1,8-naphthyridin-2-yl)pentyl)pyrrolidin-3-amine